[Si](C)(C)(C(C)(C)C)O[C@H]1[C@@H](OC(=C1)CO)N1C(=O)N=C(N)C=C1 2'-O-(tert-Butyldimethylsilyl)-3'-deoxy-3',4'-didehydrocytidine